4-((3,4-dichloro-2-hydroxy-5-oxo-2,5-dihydro-1H-pyrrol-1-yl)methyl)benzenesulfonamide ClC=1C(N(C(C1Cl)=O)CC1=CC=C(C=C1)S(=O)(=O)N)O